8-(3-ethylsulfonyl-2-pyridinyl)-2,4-bis(trifluoromethyl)imidazo[1,2-a][1,8]naphthyridine C(C)S(=O)(=O)C=1C(=NC=CC1)C=1N=C2N(C=3N=C(C=C(C3C=C2)C(F)(F)F)C(F)(F)F)C1